CN([C@@H](C(C)C)C(=O)O)C(=O)C1CN(C1)C(=O)C1[N@@](C1)C(C1=CC=CC=C1)(C1=CC=CC=C1)C1=CC=CC=C1 N-methyl-N-(1-((R)-1-tritylaziridine-2-carbonyl)azetidine-3-carbonyl)-L-valine